4-(3-((R)-3-aminopiperidine-1-carbonyl)-1-(2-fluoro-4-((S)-3-methoxypyrrolidine-1-yl)phenyl)-1H-pyrazole-5-yl)-2-fluorobenzonitrile N[C@H]1CN(CCC1)C(=O)C1=NN(C(=C1)C1=CC(=C(C#N)C=C1)F)C1=C(C=C(C=C1)N1C[C@H](CC1)OC)F